N1,N1-bis(4-methoxyphenyl)benzene-1,4-diamine COC1=CC=C(C=C1)N(C1=CC=C(C=C1)N)C1=CC=C(C=C1)OC